CNC(C(=O)O)CC(=O)C.CNC(C(C(=O)O)=O)CC methylaminoketovaleric acid (methyl aminolevulinate)